N-(5-(((2S,4R)-4-((1,6-naphthyridin-2-yl)oxy)-2-methylpyrrolidin-1-yl)methyl)-4-fluorothiazol-2-yl)acetamide N1=C(C=CC2=CN=CC=C12)O[C@@H]1C[C@@H](N(C1)CC1=C(N=C(S1)NC(C)=O)F)C